NC=1C=CC(=NC1NC1=CN=NC=C1)N1[C@@H](CN(CC1)C(=O)OC(C)(C)C)C tert-butyl (3R)-4-[5-amino-6-(pyridazin-4-ylamino)-2-pyridinyl]-3-methyl-piperazine-1-carboxylate